Cl.C(CC)(=O)O propanoic acid hydrochloric acid salt